C(#N)C=1C(=C(C=CC1)C=1CCCC2=C(C1C1=CC=C(C=C1)CC1CN(C1)CCCF)C=CC=C2)C 8-(3-Cyano-2-methylphenyl)-9-(4-((1-(3-fluoropropyl)azetidin-3-yl)methyl)phenyl)-6,7-dihydro-5H-benzo[7]annulen